FC(C1=NC(=NO1)C1=CC=C(CNC2=CC3=CN(N=C3C=C2)CCO)C=C1)(F)F 2-[5-({4-[5-(trifluoromethyl)-1,2,4-oxadiazol-3-yl]benzyl}amino)-2H-indazol-2-yl]ethanol